1-(2-(2,5-dimethoxyphenyl)pyrrolidin-1-yl)propan-1-one COC1=C(C=C(C=C1)OC)C1N(CCC1)C(CC)=O